ClC1=C(C=CC=C1)NC(=O)CC(=O)OCC Ethyl 2-[(2-chlorophenyl) carbamoyl]Acetate